3-(3-Chloro-5-fluoro-6-methyl-1H-pyrazolo[3,4-b]pyridin-4-yl)-2-(5-fluoropyridin-2-yl)-6,6-bis(methyl-d3)-6,7-dihydro-4H-pyrazolo[5,1-c][1,4]oxazine ClC1=NNC2=NC(=C(C(=C21)C=2C(=NN1C2COC(C1)(C([2H])([2H])[2H])C([2H])([2H])[2H])C1=NC=C(C=C1)F)F)C